C(#N)CNC=1C=C(C(=O)OC)C=CC1C1N(CCCC1)CC1=C2C=CNC2=C(C=C1OC)C Methyl 3-((cyanomethyl)amino)-4-(1-((5-methoxy-7-methyl-1H-indol-4-yl)methyl)piperidin-2-yl)benzoate